4-{methyl-[3-(4-methyl-piperazin-1-yl)-phenyl]-amino}-phenol CN(C1=CC=C(C=C1)O)C1=CC(=CC=C1)N1CCN(CC1)C